2-(2,6-dioxopiperidin-3-yl)-5-(methyl((2R,3R)-3-(methylamino)bicyclo[2.2.1]hept-5-en-2-yl)amino)isoindoline-1,3-dione O=C1NC(CCC1N1C(C2=CC=C(C=C2C1=O)N([C@@H]1C2C=CC([C@H]1NC)C2)C)=O)=O